(7aR)-4-bromo-5-chloro-1-methyl-13-oxo-1,7a,8,10,11,13-hexahydroimidazo[4,5-G]pyrazino[2,1-c][1,4]benzoxazepine-9(7H)-carboxylic acid tert-butyl ester C(C)(C)(C)OC(=O)N1C[C@@H]2COC3=C(C(N2CC1)=O)C1=C(C(=C3Cl)Br)N=CN1C